C(CC(=C)C)C=CC(=C)C isopentenyl-3-methyl-butadiene